6-chloro-2-((2-(pyrrolidin-1-yl)ethyl)thio)-1,4-dihydroquinazoline dihydrochloride Cl.Cl.ClC=1C=C2CN=C(NC2=CC1)SCCN1CCCC1